N1C=C(C2=CC=CC=C12)C1CC(C2=CC=CC=C12)=O 3-(1H-indole-3-yl)-2,3-dihydro-1H-indene-1-one